C(CCC)C(C(=O)OCCCCCCCCCN(CCO)CCN)CCCCCC 9-((2-aminoethyl)(2-hydroxyethyl)amino)nonyl 2-butyloctanoate